5-bromo-1-isopropyl-4-oxo-1,4-dihydropyridine-3-carboxylic acid methyl ester COC(=O)C1=CN(C=C(C1=O)Br)C(C)C